diacetyl-cyanuric acid C(C)(=O)N1C(N(C(NC1=O)=O)C(C)=O)=O